ClC=1C=C2C(=NC1C1=CC=C(OCCNC(C)=O)C=C1)N=C(N2)OC2CCC2 N-(2-(4-(6-chloro-2-cyclobutoxy-1H-imidazo[4,5-b]pyridin-5-yl)phenoxy)ethyl)acetamide